Ethyl 4-bromo-6-chloroquinoline-3-carboxylate BrC1=C(C=NC2=CC=C(C=C12)Cl)C(=O)OCC